C(CCC)C1CC2=C(C(N1)=O)SC(=N2)C=2C=NC(=NC2)N2CCC(CC2)F butyl-2-(2-(4-fluoropiperidin-1-yl)pyrimidin-5-yl)-4-oxo-6,7-dihydrothiazolo[5,4-c]pyridine